(4-(5-chlorooxazolo[4,5-b]pyridin-2-yl)piperazin-1-yl)(6-((2,2-difluoro-1-methylcyclopropyl)methoxy)-5-methylpyridin-3-yl)methanone ClC1=CC=C2C(=N1)N=C(O2)N2CCN(CC2)C(=O)C=2C=NC(=C(C2)C)OCC2(C(C2)(F)F)C